ClC1=CC(=NC=N1)NCC=1N=C2N(C=C(C=C2C2(COC2)F)C2CC2)C1 6-chloro-N-((6-cyclopropyl-8-(3-fluorooxetan-3-yl)imidazo[1,2-a]pyridin-2-yl)methyl)pyrimidin-4-amine